O1CCC2=C1C=CC(=C2)N 2,3-dihydro-1-benzofuran-5-amine